OC1CCC2=CC=C(C=C12)C(C(=O)N)=C (3-hydroxy-2,3-dihydro-1H-inden-5-yl)acrylamide